N1(CCC1)C(=O)C=1N=C2N(N1)[C@H](CC2)C2=C(C=CC=C2)F Azetidin-1-yl-[(5R)-5-(2-fluorophenyl)-6,7-dihydro-5H-pyrrolo[1,2-b][1,2,4]triazol-2-yl]methanone